C1(CC1)C1=C(C(=NO1)C1=C(C=CC=C1Cl)Cl)COC1CCN(CC1)C=1SC=C(N1)C1=NN(C(=C1)C(=O)O)C 3-(2-(4-((5-cyclopropyl-3-(2,6-dichlorophenyl)isoxazol-4-yl)methoxy)piperidin-1-yl)thiazol-4-yl)-1-methyl-1H-pyrazole-5-carboxylic acid